(4-fluoro-3-(trifluoromethoxy)phenyl)boric acid FC1=C(C=C(C=C1)OB(O)O)OC(F)(F)F